(R)-3-(pyrrolidine-1-carbonyl)pyrrolidine-1-carboxylic acid tert-butyl ester C(C)(C)(C)OC(=O)N1C[C@@H](CC1)C(=O)N1CCCC1